1,3-benzoxazole-7-sulfonamide O1C=NC2=C1C(=CC=C2)S(=O)(=O)N